O[C@@H]1[C@@H](O)[C@@H](O)[C@H](O)[C@H](O1)C α-D-rhamnopyranose